2-(2-Aminopyridin-3-yl)-5-phenyl-3H-imidazo[4,5-b]pyridin NC1=NC=CC=C1C1=NC=2C(=NC(=CC2)C2=CC=CC=C2)N1